5-[5-Fluoro-3-(piperidin-4-yl)cinnolin-7-yl]-2-methyl-2H-indazole-7-carbonitrile FC1=C2C=C(N=NC2=CC(=C1)C1=CC2=CN(N=C2C(=C1)C#N)C)C1CCNCC1